O1C(=COCC1)C(=O)O 5,6-DIHYDRO-[1,4]DIOXINE-2-CARBOXYLIC ACID